OCCN1CCC(CC1)N(C=1SC2=C(N=NC(=C2)C2=C(C=C(C=C2)C=2C=NNC2)O)N1)C 2-(6-{[1-(2-Hydroxyethyl)piperidin-4-yl](methyl)amino}[1,3]thiazolo[4,5-c]pyridazin-3-yl)-5-(1H-pyrazol-4-yl)phenol